O=C(COC1=CC=C2C(=CC=NC2=C1)C(=O)N[C@@H](C(=O)N1[C@@H](CCC1)B(O)O)C)OC1=C(C(=CC(=C1F)F)F)F ((R)-1-((R)-2-(7-(2-oxo-2-(2,3,5,6-tetrafluorophenoxy)ethoxy)quinoline-4-carboxamido)propanoyl)pyrrolidin-2-yl)boronic acid